CN(S(=O)(=O)NC(=O)C1CCCC1)C N-(dimethylsulfamoyl)cyclopentane-1-carboxamide